5-fluoro-2,6-dimethylpyridin FC=1C=CC(=NC1C)C